NCCCCCCOC[C@@]12[C@H]3[C@@H]([C@H]([C@@H](OC1)O2)NC2=NC(=CN=C2)C(F)(F)F)OC(O3)(C)C N-((3aR,4S,7S,8R,8aR)-4-(((6-aminohexyl)oxy)methyl)-2,2-dimethylhexahydro-4,7-epoxy[1,3]dioxolo[4,5-d]oxepin-8-yl)-6-(trifluoromethyl)pyrazin-2-amine